(1S,2S)-2-(4-chlorophenyl)-N-((2S)-1-((4-(cyclopropylamino)-3,4-dioxo-1-((S)-2-oxopyrrolidin-3-yl)butan-2-yl)amino)-4,4-dimethyl-1-oxopentan-2-yl)cyclopropane-1-carboxamide ClC1=CC=C(C=C1)[C@@H]1[C@H](C1)C(=O)N[C@H](C(=O)NC(C[C@H]1C(NCC1)=O)C(C(=O)NC1CC1)=O)CC(C)(C)C